ClC=1C=CC2=C(N=C(S2)SCC)C1 5-chloro-2-(ethylthio)-1,3-benzothiazole